C12CN(CC(C1)C2)C2=C(C=C(C=C2F)NC(=O)C=2N=C(OC2CC)N2CC1(C2)CC(C1)(F)F)F N-(4-(3-azabicyclo[3.1.1]heptan-3-yl)-3,5-difluorophenyl)-2-(6,6-difluoro-2-azaspiro[3.3]heptan-2-yl)-5-ethyloxazole-4-carboxamide